(S)-2-((2-ethyl-6-(1-(2-(3-hydroxypyrrolidin-1-yl)-2-oxoethyl)piperidin-4-yl)imidazo[1,2-a]pyridin-3-yl)(methyl)amino)-4-(4-fluorophenyl)thiazole-5-carbonitrile C(C)C=1N=C2N(C=C(C=C2)C2CCN(CC2)CC(=O)N2C[C@H](CC2)O)C1N(C=1SC(=C(N1)C1=CC=C(C=C1)F)C#N)C